CC1=C(C(=CC=C1)C)C1(CC2C(N(OC2(C)C)C)C(C1)C)C 5-(2,6-dimethylphenyl)-1,3,3,5,7-pentamethyloctahydrobenzo[c]isoxazole